5-bromo-2-(methylthio)-N-(2-oxopropyl)pyrimidine-4-formamide BrC=1C(=NC(=NC1)SC)C(=O)NCC(C)=O